CC=1S(C=C(N1)C)=O 2,4-dimethylthiazolone